ClC1=NC(=NN2C1=C(C(=C2)C2=NN(C=C2)C(C)C)C2=NC=CC=C2)C=2N(C=CN2)C 4-chloro-6-(1-isopropyl-1H-pyrazol-3-yl)-2-(1-methyl-1H-imidazol-2-yl)-5-(pyridin-2-yl)pyrrolo[2,1-f][1,2,4]triazine